C1(=CC=CC=C1)CC/C=C/C(C)=O (E)-6-phenylhex-3-en-2-one